OC(=O)C(F)(F)F.NC1=C(C=CC=C1)NC(C1=CC=C(C=C1)CCCN1CCC(CC1)CNC1C(C1)C=1C=NN(C1)C1=CC=CC=C1)=O N-(2-aminophenyl)-4-(3-(4-(((2-(1-phenyl-1H-pyrazol-4-yl)cyclopropyl)amino)methyl)piperidin-1-yl)propyl)benzamide TFA Salt